Methyl 4-[[3-chloro-2-fluoro-6-[4-(trifluoromethoxy)phenoxy]benzoyl] amino]-5-methyl-pyridine-2-carboxylate ClC=1C(=C(C(=O)NC2=CC(=NC=C2C)C(=O)OC)C(=CC1)OC1=CC=C(C=C1)OC(F)(F)F)F